C(C)(C)(C)OC(N[C@@H]1C(N(C2=C(OC1)C=CC(=C2)OC[C@H]2NC[C@@H](C2)O[Si](C)(C)C(C)(C)C)C)=O)=O tert-butyl((S)-7-(((2S,4R)-4-((tert-butyldimethylsilyl)oxy)pyrrolidin-2-yl)methoxy)-5-methyl-4-oxo-2,3,4,5-tetrahydrobenzo[b][1,4]oxazepin-3-yl)carbamate